COC(=O)C1=C(C=C2N=C(C=3N(C2=C1)C=NC3)NCC3=C(C=C(C=C3)OC)OC)Cl.N3N=CC(=C3)C3=C(C=C(C=C3)[N+](=O)[O-])S(=O)(=O)N=CN(C)C pyrazol-4-yl-N-[(dimethylamino)methylidene]-5-Nitrobenzenesulfonamide methyl-7-chloro-4-((2,4-dimethoxybenzyl)amino)imidazo[1,5-a]quinoxaline-8-carboxylate